ethyl acrylate 4-Hydroxybutylacrylate OCCCCOC(C=C)=O.C(C=C)(=O)OCC